12-Hydroxy-octacosanoic acid OC(CCCCCCCCCCC(=O)O)CCCCCCCCCCCCCCCC